C(OC1=CC=C(C=C1)[N+](=O)[O-])(OC1CC(C1)N1C(=NC=C1)C(F)(F)F)=O 4-nitrophenyl ((1r,3r)-3-(2-(trifluoromethyl)-1H-imidazol-1-yl)cyclobutyl) carbonate